2,3-bis(4-fluorophenyl)butane-2,3-diol FC1=CC=C(C=C1)C(C)(C(C)(O)C1=CC=C(C=C1)F)O